3-(triphenylsilyl)-2-methyl-1-propene C1(=CC=CC=C1)[Si](CC(=C)C)(C1=CC=CC=C1)C1=CC=CC=C1